tert-butyl 1-(3-chlorophenyl)-3-hydroxycyclobutane-1-carboxylate ClC=1C=C(C=CC1)C1(CC(C1)O)C(=O)OC(C)(C)C